3-(benzyloxy)-6H-benzo[c]Chromen-6-one C(C1=CC=CC=C1)OC1=CC=C2C3=C(C(OC2=C1)=O)C=CC=C3